2-((3-azabicyclo[3.1.0]hexan-1-yl)methyl)-6-chloro-2H-pyrazolo[3,4-b]pyridine C12(CNCC2C1)CN1N=C2N=C(C=CC2=C1)Cl